(TERT-BUTYLTHIO)ACETIC ACID C(C)(C)(C)SCC(=O)O